C(C)(C)N1N=C(C=C1)C1=C(C2=C(N=C(N=C2OCCCOC)C=2N(C=CN2)C)S1)C1=CC=CC=C1 6-(1-Isopropyl-1H-pyrazol-3-yl)-4-(3-methoxypropoxy)-2-(1-methyl-1H-imidazol-2-yl)-5-phenylthieno[2,3-d]pyrimidine